1-Ethyl-4-fluoro-N'-((1',5',6',7'-tetrahydro-2'H-spiro[cyclopropane-1,3'-dicyclopenta[b,e]pyridin]-8'-yl)carbamoyl)-1H-pyrazole-3-sulfonimidamide C(C)N1N=C(C(=C1)F)S(=O)(N)=NC(NC1=C2C(=NC3=C1CCC3)C3(CC2)CC3)=O